(1R,2R)-2-((4-(4-((1R,2S)-6-hydroxy-2-phenyl-1,2,3,4-tetrahydronaphthalen-1-yl)phenyl)-[1,4'-bipiperidine]-1'-yl)methyl)cyclohexane-1-carbaldehyde OC=1C=C2CC[C@@H]([C@@H](C2=CC1)C1=CC=C(C=C1)C1CCN(CC1)C1CCN(CC1)C[C@H]1[C@@H](CCCC1)C=O)C1=CC=CC=C1